FC(C=1C=CC=2N(N1)C(=CN2)C2=CC(=NC=C2)N2CC(CCC2)CS(=O)C)F 6-(Difluoromethyl)-3-(2-(3-((methylsulfinyl)methyl)piperidin-1-yl)pyridin-4-yl)imidazo[1,2-b]pyridazine